(2S)-5-(N',N'-dimethylcarbamimidamido)-2-(methylamino)pentanoic acid CN(C(NCCC[C@@H](C(=O)O)NC)=N)C